SCCC(CCCCO)S sulfanyl-(3-mercapto-8-oxaoctane)